Tri(naphthalen-1-yl)borane C1(=CC=CC2=CC=CC=C12)B(C1=CC=CC2=CC=CC=C12)C1=CC=CC2=CC=CC=C12